ClC=1C(=NC(=NC1)NC1CCOCC1)C=1C=C2C(N(C(C2=CC1)CC(=O)O)CC(=O)N(CCC1=CC=CC=C1)C)=O 2-(5-(5-chloro-2-((oxan-4-yl)amino)pyrimidin-4-yl)-2-(2-(methyl(phenethyl)amino)-2-oxoethyl)-3-oxoisoindolin-1-yl)acetic acid